COC1=CC=C(C=C1)S(=O)(=O)NC1=C(C=CC=C1)C#CC1=CC=C(C(=O)O)C=C1 4-[2-(4-Methoxy-benzenesulfonylamino)-phenylethynyl]-benzoic acid